1-Cyano-N-(7-(3,5-dimethylisoxazol-4-yl)benzo[d]thiazol-2-yl)azetidine-3-carboxamide C(#N)N1CC(C1)C(=O)NC=1SC2=C(N1)C=CC=C2C=2C(=NOC2C)C